ClC1=CC=C(C=C1)[C@@H](C)NC(\C(=C\C1=CNC2=NC=CC=C21)\C#N)=O (R,E)-N-(1-(4-chlorophenyl)ethyl)-2-cyano-3-(1H-pyrrolo[2,3-b]pyridin-3-yl)acrylamide